C1(C[C@@H](CCCCCC)O1)=O R-gamma-nonanlactone